ClC=1C=C(C=C(C1)SCC)NC(=O)C1=CN(C(=C1)C1=NC=C(C=C1)F)C N-(3-chloro-5-(ethylsulfanyl)phenyl)-5-(5-fluoropyridin-2-yl)-1-methyl-1H-pyrrole-3-carboxamide